(S)-quinuclidin-3-yl ((R)-5-(2-chloro-4-isopropoxyphenyl)-6-fluoro-2,2-dimethyl-2,3-dihydro-1H-inden-1-yl)carbamate ClC1=C(C=CC(=C1)OC(C)C)C=1C=C2CC([C@H](C2=CC1F)NC(O[C@@H]1CN2CCC1CC2)=O)(C)C